O-(6-Chloro-1H-benzotriazol-1-yl)-N,N,N',N'-tetramethyluronium ClC=1C=CC2=C(N(N=N2)OC(=[N+](C)C)N(C)C)C1